C(C\C=C/CC)CC(=O)O.C(C)(=O)OCC\C=C/CC (Z)-hex-3-en-1-yl acetate (cis-3-hexenyl acetate)